1-(6Z,9Z,12Z-octadecatrienoyl)-2-tetradecanoyl-glycero-3-phosphocholine CCCCCCCCCCCCCC(=O)O[C@H](COC(=O)CCCC/C=C\C/C=C\C/C=C\CCCCC)COP(=O)([O-])OCC[N+](C)(C)C